NC1=C(C=CC(=C1)CO)C1=C(NC=C1)C(=O)OC methyl 3-(2-amino-4-(hydroxymethyl)phenyl)-1H-pyrrole-2-carboxylate